2-(hydroxymethylene)-5-(2-bromophenyl)cyclohexane-1,3-dione OC=C1C(CC(CC1=O)C1=C(C=CC=C1)Br)=O